tert-butyl 4-[8-allyl-7-oxo-2-(3-pent-4-enoxyanilino)pyrido[2,3-d]pyrimidin-6-yl]-8-methyl-2,3-dihydroquinoxaline-1-carboxylate C(C=C)N1C(C(=CC2=C1N=C(N=C2)NC2=CC(=CC=C2)OCCCC=C)N2CCN(C1=C(C=CC=C21)C)C(=O)OC(C)(C)C)=O